O1C=NC2=C1C=CC(=C2)NC(C2=C(C(=CC=C2)C(F)(F)F)Cl)=O N-Benzooxazol-5-yl-2-chloro-3-trifluoromethyl-benzamide